3-tertiary butyl-aminohydroxymethyl-phenol C(C)(C)(C)C=1C(=C(C=CC1N)O)CO